2,5-Dimethyl-2,5-di(tert-butylperoxy)-hexan CC(C)(CCC(C)(OOC(C)(C)C)C)OOC(C)(C)C